1-(7-oxo-3,4,7,8-tetrahydro-2H-thiopyrano[2,3-b]pyridin-6-yl)piperidine-4-carboxylic acid hydrochloride Cl.O=C1C(=CC2=C(N1)SCCC2)N2CCC(CC2)C(=O)O